N-phenyl-6-cyclohexylbenzo[b]naphtho[1,2-d]furan-8-amine C1(=CC=CC=C1)NC=1C=CC=C2C1OC1=C2C=2C=CC=CC2C=C1C1CCCCC1